OC12OC3=C(C1(C(C1=CC=CC(=C12)[N+](=O)[O-])=O)NC(C)=O)C=CC(=C3)OC(F)(F)F N-(4b-Hydroxy-4-nitro-10-oxo-7-(trifluoromethoxy)-4b,10-dihydro-9bH-indeno[1,2-b]benzofuran-9b-yl)acetamide